allyl-methacryloyloxyethyl-trimethyl-ammonium chloride [Cl-].C(C=C)C[N+](C)(C)CCOC(C(=C)C)=O